C(OCC1=CC=CC=C1)(ON1C(CCC1=O)=O)=O benzyl (2,5-dioxopyrrolidin-1-yl) carbonate